FC(C(F)F)(OCC(F)(F)F)F 1,1,2,2-tetrafluoro-1-(2,2,2-trifluoroethoxy)ethane